4-((2-(2-Chloropyrimidin-4-yl)phenyl)thio)-3-fluoroaniline ClC1=NC=CC(=N1)C1=C(C=CC=C1)SC1=C(C=C(N)C=C1)F